(3S,5S,8R,9S,10R,13R,14S,17R)-5,14-dihydroxy-10,13-dimethyl-17-(2-oxo-2H-pyran-5-yl)hexadecahydro-1H-cyclopenta[a]phenanthren-3-yl (2-morpholinoethyl)carbamate O1CCN(CC1)CCNC(O[C@H]1CC[C@@]2([C@H]3CC[C@@]4([C@H](CC[C@@]4([C@@H]3CC[C@@]2(C1)O)O)C=1C=CC(OC1)=O)C)C)=O